4-[[3-(2,4-dimethylphenyl)sulfonyl-5-oxo-4H-triazolo[1,5-a]quinazolin-8-yl]oxy]butanamide CC1=C(C=CC(=C1)C)S(=O)(=O)C=1N=NN2C1NC(C1=CC=C(C=C21)OCCCC(=O)N)=O